BrC(C(=O)N)(CC#N)Br 2,2-dibromo-3-cyano-propionamide